N(=[N+]=[N-])C=1N=CC=C2C1N(C=C2I)COCC[Si](C)(C)C 7-azido-3-iodo-1-((2-(trimethylsilyl)ethoxy)methyl)-1H-pyrrolo[2,3-c]Pyridine